CN(C(=N)N)CCC1=CC=C(C=C1)NC(=O)C1=NC=NC(=C1)C(=O)NC1=CC=C(C=C1)CCN(C(=N)N)C N4,N6-bis({4-[2-(N-methylcarbamimidamido)ethyl]phenyl})pyrimidine-4,6-dicarboxamide